F[C@@H]1CC[C@H](CC1)N1N=C(C(=C1C)[N+](=O)[O-])OCCCO trans-3-[1-(4-fluorocyclohexyl)-5-methyl-4-nitro-pyrazol-3-yl]oxypropan-1-ol